(6-(3-(6,7-dihydropyrazolo[1,5-a]pyrimidin-4(5H)-yl)-7,8-dihydro-1,6-naphthyridin-6(5H)-yl)-5-methylpyridazin-3-yl)(pyrrolidin-1-yl)methanone N1=CC=C2N1CCCN2C=2C=NC=1CCN(CC1C2)C2=C(C=C(N=N2)C(=O)N2CCCC2)C